The molecule is a member of the class of coumestans that is coumestan substituted by hydroxy groups at positions 1 and 9, a methoxy group at position 3 and a prenyl group at position 2 respectively. It has a role as a plant metabolite and an antineoplastic agent. It is a member of coumestans, a polyphenol, a delta-lactone and an aromatic ether. It derives from a coumestan. CC(=CCC1=C(C2=C(C=C1O)OC(=O)C3=C2OC4=C3C=CC(=C4)O)OC)C